FC1=C(C=C(C=C1)F)S(=O)(=O)NC1=C(C(=C(C=C1)C)C1=CC2=C(N=C(N=C2)SC)N2C1=NCC2)F 2,5-difluoro-N-(2-fluoro-4-methyl-3-(2-(methylsulfanyl)-8,9-dihydroimidazo[1',2':1,6]pyrido[2,3-d]pyrimidin-6-yl)phenyl)benzenesulfonamide